sodium lauroyl glutamate methyl-alaninate CN[C@@H](C)C(=O)[O-].N[C@@H](CCC(=O)O)C(=O)OC(CCCCCCCCCCC)=O.[Na+]